4-((phenylimino)methyl)phenol C1(=CC=CC=C1)N=CC1=CC=C(C=C1)O